1-amino-1,2,3-triazole hydrochloride Cl.NN1N=NC=C1